C(C)OP(=O)(OCC)C(C(=O)O)(F)F 2-(diethoxyphosphoryl)-2,2-difluoroacetic acid